CS(=O)(=O)O.OC(COC1=CC=C(C=C1)CCCCNC(N)=N)CO N'-{4-[4-(2,3-dihydroxypropoxy)-phenyl]butyl}guanidine methanesulfonate